ClC1=C(C=C2C=C(N=CC2=C1)NC(=O)[C@@H]1C([C@H]1[C@@H]1OCCCC1)(C)C)N1CCN(CC1)[C@]1(COC[C@H]1O)C (1S,2R,3S)-N-[7-chloro-6-[4-((3S,4S)-4-hydroxy-3-methyl-tetrahydrofuran-3-yl)piperazin-1-yl]-3-isoquinolinyl]-2,2-dimethyl-3-tetrahydropyran-2-yl-cyclopropanecarboxamide